[5,7-difluoro-2-(4-fluorophenyl)-1H-indol-3-yl]cyclobutanecarbonitrile FC=1C=C2C(=C(NC2=C(C1)F)C1=CC=C(C=C1)F)C1(CCC1)C#N